1-[(6-bromo-3-pyridinyl)methyl]-4-ethyl-piperazine BrC1=CC=C(C=N1)CN1CCN(CC1)CC